C1(NCCC2=CC=NC=C12)=O 3,4-dihydro-2,7-naphthyridin-1(2H)-one